(R)-5-((1-(4-(3-(Dimethylamino)-3-methylpyrrolidin-1-yl)phenyl)-1H-imidazol-4-yl)amino)pyrazine-2-carbonitrile CN([C@]1(CN(CC1)C1=CC=C(C=C1)N1C=NC(=C1)NC=1N=CC(=NC1)C#N)C)C